2-[7-(8-azabicyclo[3.2.1]oct-2-en-3-yl)thieno[3,2-c]pyridazin-3-yl]-5-(1H-pyrazol-4-yl)phenol hydrochloride Cl.C12C=C(CC(CC1)N2)C2=CSC1=C2N=NC(=C1)C1=C(C=C(C=C1)C=1C=NNC1)O